4-(2-((3S,4S)-3-methoxy-4-(3-tridecylureido)pyrrolidin-1-yl)thiazol-5-yl)benzoic acid CO[C@H]1CN(C[C@@H]1NC(=O)NCCCCCCCCCCCCC)C=1SC(=CN1)C1=CC=C(C(=O)O)C=C1